ClCC(N1C(NC(C1)C(F)(F)F)=O)C=1C=CC2=C(N=C(O2)C(NC(=O)C2=CC=NN2CC)C2CCC(CC2)(F)F)C1 N-((5-(2-chloro-1-(2-oxo-4-(trifluoromethyl)imidazolidin-1-yl)ethyl)benzo[d]-oxazol-2-yl)(4,4-difluorocyclohexyl)methyl)-1-ethyl-1H-pyrazole-5-carboxamide